C(#N)C1=CC=C(CNC(=O)C=2C(N(C3=C(N=CC=C3C2)OCC2(CC2)S(NC=2SC=CN2)(=O)=O)C)=O)C=C1 N-(4-cyanobenzyl)-1-methyl-2-oxo-8-((1-(N-(thiazol-2-yl)sulfamoyl)cyclopropyl)methoxy)-1,2-dihydro-1,7-naphthyridine-3-carboxamide